C(C)C1=C(NC(=C1C)C)C=O 3-ETHYL-4,5-DIMETHYLPYRROLE-2-CARBOXALDEHYDE